ClC=1C(=CC=2C3=C(C(=NC2C1F)NCC(=O)OC1=CC=C(C=C1)F)CN([C@H]3C)C(COC)=O)OC 4-fluorophenyl (S)-(7-chloro-6-fluoro-8-methoxy-2-(2-methoxyacetyl)-1-methyl-2,3-dihydro-1H-pyrrolo[3,4-c]quinolin-4-yl)glycinate